[Mn].O water Manganese